N-[5-(4,5-dihydro-1H-imidazol-2-yl)-2-hydroxy-5,6,7,8-tetrahydronaphthalen-1-yl]methanesulfonamide N1C(=NCC1)C1C=2C=CC(=C(C2CCC1)NS(=O)(=O)C)O